C(C1=CC=CC=C1)OC(CN(NC([C@@](CCCC(CS(=O)(=O)CCO)(C)C)(C)C1=CC(=CC=C1)C[C@H](C(=O)OC)C)=O)C(=O)OC(C)(C)C)C tert-butyl 1-(2-(benzyloxy)propyl)-2-((R)-7-((2-hydroxyethyl) sulfonyl)-2-(3-((R)-3-methoxy-2-methyl-3-oxopropyl)phenyl)-2,6,6-trimethylheptanoyl)hydrazine-1-carboxylate